N-(tert-butoxycarbonyl)-O-(2-methylallyl)-L-threonine methyl ester COC([C@@H](NC(=O)OC(C)(C)C)[C@H](OCC(=C)C)C)=O